NC=1C=C(OC2=CC(=CC=C2)OC2=CC(=CC=C2)N)C=CC1 1,3-bis(3-amino-phenoxy)benzene